C1(=CC=CC=C1)[C@@H](C)O (R)-1-phenylethyl alcohol